NC1(C(C=CC=C1)C(=O)O)C(=O)O amino-3,5-cyclohexadiene-1,2-dicarboxylic acid